N-(3-aminopyridin-4-yl)-N-methylmethanesulfonamide NC=1C=NC=CC1N(S(=O)(=O)C)C